di-(3-chloronaphthyl)methylene(cyclopentadienyl)(2,7-di-tert-butylfluorenyl)zirconium dichloride [Cl-].[Cl-].ClC=1C=C(C2=CC=CC=C2C1)C(=[Zr+2](C1=C(C=CC=2C3=CC=C(C=C3CC12)C(C)(C)C)C(C)(C)C)C1C=CC=C1)C1=CC(=CC2=CC=CC=C12)Cl